BrC=1C=C2C(=CC=NC2=CC1)N1CCN(CC1)C1=CC=CC=C1 6-bromo-4-(4-phenylpiperazin-1-yl)quinoline